3-iodo-8-(4-(trifluoromethyl)phenyl)imidazo[1,2-a]pyrazine-6-carbonitrile IC1=CN=C2N1C=C(N=C2C2=CC=C(C=C2)C(F)(F)F)C#N